5-chloro-1,3-dimethyl-1H-pyrazole-4-sulfonyl chloride ClC1=C(C(=NN1C)C)S(=O)(=O)Cl